C(C)(=O)N1CC(CC1)OC=1N=CC(=NC1C)C1=NN(C2=C(C=CC=C12)C#N)C1OCCCC1 3-[5-[(1-acetylpyrrolidin-3-yl)oxy]-6-methylpyrazin-2-yl]-1-(oxan-2-yl)indazole-7-carbonitrile